amino-phosphonium N[PH3+]